tert-butyl (2S,5S)-5-(((tert-butyldiphenylsilyl)oxy)methyl)-2-((2-(3-chloro-5-fluoropyridin-2-yl)propan-2-yl)carbamoyl)morpholine-4-carboxylate [Si](C1=CC=CC=C1)(C1=CC=CC=C1)(C(C)(C)C)OC[C@@H]1CO[C@@H](CN1C(=O)OC(C)(C)C)C(NC(C)(C)C1=NC=C(C=C1Cl)F)=O